5-(1H-imidazol-1-yl)-N-((1r,4r)-4-(2,2,2-trifluoroethoxy)cyclohexyl)-1H-pyrazolo[3,4-c]pyridine-7-carboxamide N1(C=NC=C1)C=1C=C2C(=C(N1)C(=O)NC1CCC(CC1)OCC(F)(F)F)NN=C2